3-[5-fluoro-6-[(2R,3S)-2-methyl-3-(methylsulfonylmethyl)azetidin-1-yl]-3-pyridinyl]-1-tetrahydropyran-2-yl-indazole FC=1C=C(C=NC1N1[C@@H]([C@H](C1)CS(=O)(=O)C)C)C1=NN(C2=CC=CC=C12)C1OCCCC1